[1,2,4]triazin N1=NC=NC=C1